O1CCC(CC1)NS(=O)(=O)Cl N-(Oxan-4-yl)sulfamoyl chloride